O1CCC2=C1C=CC(=C2)C2=CC=C1C(=NNC1=C2)NC(C2=CC=C(C=C2)N2CCN(CC2)CC)=O N-(6-(2,3-dihydrobenzofuran-5-yl)-1H-indazol-3-yl)-4-(4-ethylpiperazin-1-yl)benzamide